NC=1SC(=C(C1C(=O)OCC)C(=O)OCC)Br Diethyl 2-amino-5-bromothiophene-3,4-dicarboxylate